C[C@@H]1COCC(N1)=O (5R)-5-methylmorpholine-3-one